valine carboxy-isopropyl ester di-trifluoroacetate salt FC(C(=O)O)(F)F.FC(C(=O)O)(F)F.C(=O)(O)C(C)(C)OC([C@@H](N)C(C)C)=O